4-Ethyl-2-octylthiazole C(C)C=1N=C(SC1)CCCCCCCC